OC1=C(C=C(C(=O)O)C=C1)C=NC=1C=CC2=C(N=C(O2)C2=CC(=CC=C2)I)C1 4-hydroxy-3-(((2-(3-iodophenyl)benzo[d]oxazol-5-yl)imino)methyl)benzoic acid